C(C)(C)(C)C=1C=C(C(=CC1N1C2=CC=CC=C2C=2C=CC=CC12)C(C)(C)C)OB(O)O 3,6-di-tert-butyl-(4-(carbazol-9-yl)phenyl)boric acid